C(C)(C)(C)OC(N[C@@H]1C2=CC=CC=C2CC12CCN(CC2)C2=NC(=C(C(=N2)C#N)C2=C(C(=NC=C2)N)Cl)C)=O ((S)-1'-(5-(3-chloro-2-aminopyridin-4-yl)-4-cyano-6-methylpyrimidin-2-yl)-1,3-dihydrospiro[inden-2,4'-piperidin]-1-yl)carbamic acid tert-butyl ester